C(C)C=1NC=2N=C3CCN(C3=NC2C(C1N1CCN(CC1)C(=O)OC(C)(C)C)=O)C tert-butyl 4-(11-ethyl-4-methyl-13-oxo-2,4,8,10-tetrazatricyclo[7.4.0.03,7]trideca-1(9),2,7,11-tetraen-12-yl)piperazine-1-carboxylat